FC1=CC=C(C=CC(=O)OC)C=C1 methyl p-fluoro-cinnamate